FC(C1=CC2=C(OCC3(C(NC(CC3)=O)=O)CN2)C=C1)(F)F 7-(trifluoromethyl)-4,5-dihydro-2H-spiro[benzo[b][1,4]oxazepine-3,3'-piperidine]-2',6'-dione